[C-]#[Ta+] TANTALUM CARBIDE